1,2-Dihydroxyhexane OCC(CCCC)O